C(C)OC[C@H](C)NC(=O)[C@@H]1CN(CC[C@H]1NC(=O)C1=NOC(=C1)C1=C(C=C(C=C1)F)F)C1CCCCC1 (3R,4R)-1-cyclohexyl-4-{[5-(2,4-difluoro-phenyl)-isoxazole-3-carbonyl]-amino}-piperidine-3-carboxylic acid ((1S)-2-ethoxy-1-methyl-ethyl)-amide